CC1=CC=C(C(=N1)C#N)N1C=NC(=C1)C1=NC(=NC=C1C(F)(F)F)NC1CCNCC1 6-methyl-3-(4-(2-(piperidin-4-ylamino)-5-(trifluoromethyl)pyrimidin-4-yl)-1H-imidazol-1-yl)pyridinecarbonitrile